1,4-thiazine-6-carbaldehyde S1CC=NC=C1C=O